Diaminolactose N[C@@]1(C(O)(O[C@@H]([C@H]([C@@H]1O)O[C@H]1[C@H](O)[C@@H](O)[C@@H](O)[C@H](O1)CO)CO)N)O